N-(3,4-dichloro-2-fluoro-phenyl)-6-[(3R)-3-piperidyl]quinazolin-4-amine ClC=1C(=C(C=CC1Cl)NC1=NC=NC2=CC=C(C=C12)[C@@H]1CNCCC1)F